trans-rac-tert-butyl 3-fluoro-4-((4-((5-fluoroquinolin-6-yl)amino)-7-(1-methyl-1H-pyrazol-4-yl)quinazolin-5-yl)oxy)piperidine-1-carboxylate F[C@@H]1CN(CC[C@H]1OC1=C2C(=NC=NC2=CC(=C1)C=1C=NN(C1)C)NC=1C(=C2C=CC=NC2=CC1)F)C(=O)OC(C)(C)C |r|